CNC(=S)NNC(CC1(COC1)C=1C=C2C(NCC2=CC1)=O)=O N-Methyl-2-(2-(3-(3-oxoisoindolin-5-yl)oxetan-3-yl)acetyl)hydrazine-1-carbothioamide